tert-butyl ((1r,4r)-4-((2-(2,6-dioxopiperidin-3-yl)-1-oxoisoindolin-4-yl)(3-morpholinopropyl)amino)cyclohexyl)carbamate O=C1NC(CCC1N1C(C2=CC=CC(=C2C1)N(C1CCC(CC1)NC(OC(C)(C)C)=O)CCCN1CCOCC1)=O)=O